3-ethynylthieno[2,3-c]pyridine-4-carbaldehyde C(#C)C1=CSC=2C=NC=C(C21)C=O